2-(2,6-dioxopiperidin-3-yl)-4-((4-(hydroxymethyl)-2-methylbenzyl)amino)isoindoline-1,3-dione O=C1NC(CCC1N1C(C2=CC=CC(=C2C1=O)NCC1=C(C=C(C=C1)CO)C)=O)=O